((((2R,3S,4R,5R)-5-(4-((cyclopropylmethyl)amino)-6-methoxy-1H-pyrazolo[3,4-d]pyrimidin-1-yl)-3,4-dihydroxytetrahydrofuran-2-yl)methoxy)methyl)phosphonic acid C1(CC1)CNC1=C2C(=NC(=N1)OC)N(N=C2)[C@H]2[C@@H]([C@@H]([C@H](O2)COCP(O)(O)=O)O)O